N-(3-(N-(4-bromophenyl)sulfamoyl)-4-methoxyphenyl)oxazole-5-carboxamide BrC1=CC=C(C=C1)NS(=O)(=O)C=1C=C(C=CC1OC)NC(=O)C1=CN=CO1